C(C=CC)C1=C(C#N)C=CC=C1 2-(2-buten-1-yl)-benzonitrile